silicon germanium oxygen 1-(4-(1-isopropyl-4-(trifluoromethyl)-1H-imidazol-2-yl)-3-methylphenyl)-N-methylmethanamine C(C)(C)N1C(=NC(=C1)C(F)(F)F)C1=C(C=C(C=C1)CNC)C.[O].[Ge].[Si]